4-((1-ethyl-1H-imidazol-5-yl)methyl)-4H-thieno[3,2-b]pyrrole-2-carboxylic acid C(C)N1C=NC=C1CN1C2=C(C=C1)SC(=C2)C(=O)O